C1=CC=CC=2C3=CC=CC=C3C(C12)COC(=O)NCCOCCOCC(=O)O {2-[2-(9H-fluoren-9-ylmethoxycarbonylamino)-ethoxy]-ethoxy}-acetic acid